(1-phenyl-1H-benzo[d]imidazol-2-yl-[1,1'-biphenyl]-4-yl)dibenzo[c,H]acridine C1(=CC=CC=C1)N1C(=NC2=C1C=CC=C2)C2=C(C=CC(=C2)C2=CC=CC=1C=CC=3C=C4C=CC5=C(C4=NC3C12)C=CC=C5)C5=CC=CC=C5